2-(6-(4-(3-(2,6-dioxopiperidin-3-yl)benzyl)piperazin-1-yl)-1-oxoisoindolin-2-yl)-2-(5-fluoro-2-hydroxyphenyl)-N-(thiazol-2-yl)acetamide O=C1NC(CCC1C=1C=C(CN2CCN(CC2)C2=CC=C3CN(C(C3=C2)=O)C(C(=O)NC=2SC=CN2)C2=C(C=CC(=C2)F)O)C=CC1)=O